5-tert-Butyl-3-chloro-1,2,4-triazine C(C)(C)(C)C=1N=C(N=NC1)Cl